[Pb].[Sn].[Sb].C(#N)N1CC(C(C1)C)C(=O)NC=1N=CN(C1)C1=CC=CC=C1 1-cyano-4-methyl-N-(1-phenyl-1H-imidazol-4-yl)pyrrolidine-3-carboxamide antimony-tin-lead